[Ni].[V] Vanadium-nickel